N-((4-(8-Aminooctanoylamino)phenyl)carbamoyl)-4-(tert-butyl)benzamide tert-butyl-(1-(2-bromo-4-chloro-3-fluorophenyl)-2-methylpropan-2-yl)carbamate C(C)(C)(C)N(C(O)=O)C(CC1=C(C(=C(C=C1)Cl)F)Br)(C)C.NCCCCCCCC(=O)NC1=CC=C(C=C1)NC(=O)NC(C1=CC=C(C=C1)C(C)(C)C)=O